phenyl (quinoline-8-yl) ketone N1=CC=CC2=CC=CC(=C12)C(=O)C1=CC=CC=C1